C1(=CC=C(C=C1)C(=O)[O-])C(=O)[O-] 1,4-benzene-dicarboxylate